n-butanolate C(CCC)[O-]